N[C@H]1CN(CCC1)C(=O)C=1C=C2OCCN3C(=NC(C1)=C32)C=3N(C2=CC(=C(C=C2C3)OC)OC)CC3CC3 (R)-(3-aminopiperidin-1-yl)(2-(1-(cyclopropylmethyl)-5,6-dimethoxy-1H-indol-2-yl)-3,4-dihydro-5-oxa-1,2a-diazaacenaphthylen-7-yl)methanone